ClC1=C(OCC(=O)OCCCC)C=CC(=C1)Cl butyl 2-(2,4-dichlorophenoxy)acetate